1-(2,3-difluorophenyl)-N-(2-methoxy-3-{[2-(pyrrolidin-1-yl)ethoxy]methyl}-6H,7H,8H,9H-cyclohexa[b]1,5-naphthyridin-10-yl)piperidin-4-amine FC1=C(C=CC=C1F)N1CCC(CC1)NC1=C2C(=NC3=CC(=C(N=C13)OC)COCCN1CCCC1)CCCC2